NC1=CC=C(C=N1)N1C[C@H](CCC1)N(CC1=CC(=NC=C1)OC)CC1=CN2C3=C(C(=C(C=C3C1=O)F)F)OCC2C 6-((((S)-1-(6-aminopyridin-3-yl)piperidin-3-yl)((2-methoxypyridin-4-yl)methyl)amino)methyl)-9,10-difluoro-3-methyl-2H-[1,4]oxazino[2,3,4-ij]quinolin-7(3H)-one